trans-4-[(2R,4R)-4-{[1-(2,2-difluoro-2H-1,3-benzodioxol-5-yl)cyclopropane-1-carbonyl]amino}-7-(trifluoromethoxy)-3,4-dihydro-2H-1-benzopyran-2-yl]cyclohexane-1-carboxylic acid FC1(OC2=C(O1)C=CC(=C2)C2(CC2)C(=O)N[C@@H]2C[C@@H](OC1=C2C=CC(=C1)OC(F)(F)F)[C@@H]1CC[C@H](CC1)C(=O)O)F